(8S,9R)-5-[18F]Fluoro-8-(4-[18F]fluorophenyl)-2,7,8,9-tetrahydro-9-(1-methyl-1H-1,2,4-triazol-5-yl)-3H-pyrido[4,3,2-de]phthalazin-3-one [18F]C=1C=C2C=3C(=NNC(C3C1)=O)[C@@H]([C@H](N2)C2=CC=C(C=C2)[18F])C2=NC=NN2C